ClC=1C=C(C=C(C1)Cl)NC(C(C(=O)N[C@@H]1CO[C@@H](C1)C(NC)=O)OC)=O cis-N-(3,5-dichlorophenyl)-2-methoxy-N'-[5-(methylcarbamoyl)-tetrahydrofuran-3-yl]propanediamide